ClC1=CC(=CC=2NC(=NC21)CN2C[C@H]1C([C@H]1C2)C2=NC(=CC=C2)OCC2=C(C=C(C=C2)C#N)F)C(=O)OC Methyl 4-chloro-2-(((1R,5S,6r)-6-(6-((4-cyano-2-fluorobenzyl)oxy)pyridin-2-yl)-3-azabicyclo[3.1.0]hexan-3-yl)methyl)-1H-benzo[d]imidazole-6-carboxylate